2,6-difluorobenzenenitrile FC1=C(C(=CC=C1)F)C#N